O=CCC1CC=2C=CC=C(C2C1)C#N 2-(2-oxoethyl)-2,3-dihydro-1H-inden-4-carbonitrile